FC1(C(C1)C(=O)N1CCC2(CCC(C2O)C2N3C(C4=CC=CC=C24)=CN=C3)CC1)F (2,2-Difluorocyclopropyl)(1-hydroxy-2-(5H-imidazo[5,1-a]isoindol-5-yl)-8-azaspiro[4.5]decan-8-yl)methanon